3,6-dichloro-4-(2-(4,4,5,5-tetramethyl-1,3,2-dioxaborolan-2-yl)-3-(trifluoromethyl)bicyclo[1.1.1]pentan-1-yl)pyridazine ClC=1N=NC(=CC1C12C(C(C1)(C2)C(F)(F)F)B2OC(C(O2)(C)C)(C)C)Cl